C1(CC1)OC1=NC=CC=C1C=1C=NN2C1N=C(C=C2)N2C(C(N(C(C2([2H])[2H])([2H])[2H])C(=O)O[C@@H]2CNC(C2)=O)([2H])[2H])([2H])[2H] [(3S)-5-oxopyrrolidin-3-yl] 4-[3-[2-(cyclopropoxy)-3-pyridyl]pyrazolo[1,5-a]pyrimidin-5-yl]-2,2,3,3,5,5,6,6-octadeuterio-piperazine-1-carboxylate